N-(1-methylpiperidin-4-yl)Benzamide CN1CCC(CC1)NC(C1=CC=CC=C1)=O